ClC1=CC=2C(=NN(N2)C2=CC=C(C=C2)C2=CC=C(C=C2)C2=CC=C(C=C2)C#N)C=C1C1=CC=CC=C1 5-chloro-2-(4''-cyano-[1,1':4',1'']terphenyl-4-yl)-6-phenyl-2H-benzotriazole